tert-butyl 5-allyl-3-(3-fluoro-2-methoxyphenylthiocarbamoyl)-4-hydroxy-2-oxo-5,6-dihydropyridine-1(2H)-carboxylate C(C=C)C1C(=C(C(N(C1)C(=O)OC(C)(C)C)=O)C(NC1=C(C(=CC=C1)F)OC)=S)O